FC(C=1C=C(C=NC1)OC1CC2(C1)CCN(CC2)C(=O)OC(C)(C)C)(F)F tert-butyl 2-((5-(trifluoromethyl)pyridin-3-yl)oxy)-7-azaspiro[3.5]nonane-7-carboxylate